C(C)(C)(C)CC1=CC=C(C=C1)O tert-Butyl-4-hydroxytoluene